FC1=C(C(=CC=2C3=C(C(=NC12)O[C@@H](C)[C@H]1N(CCC1)C)N=NN3[C@@H]3C[C@H](NCC3)CC#N)C)C3=C(N=CC1=CC=CC=C31)C 2-((2S,4S)-4-(6-fluoro-8-methyl-7-(3-methylisoquinolin-4-yl)-4-((S)-1-((S)-1-methylpyrrolidin-2-yl)ethoxy)-1H-[1,2,3]triazolo[4,5-c]quinolin-1-yl)piperidin-2-yl)acetonitrile